2,6-dichloro-5-fluoro-isonicotinic acid ClC=1C=C(C(=O)O)C(=C(N1)Cl)F